6-(3-ethoxy-4-(4-methoxybenzyloxy)phenoxy)-3-methoxyquinoxaline-5-carbonitrile C(C)OC=1C=C(OC2=C(C=3N=C(C=NC3C=C2)OC)C#N)C=CC1OCC1=CC=C(C=C1)OC